2-(1-(p-chlorophenyl)ethylidene)malononitrile ClC1=CC=C(C=C1)C(C)=C(C#N)C#N